COCOC1=CC=CC2=C1SC=C2 7-(methoxymethoxy)benzo[b]thiophene